O[C@@H](CCCCCCCCC(=O)O)CCCCCCCC (R)-10-hydroxystearic acid